BrC=1C(=C2CC[C@@]3(C2=CC1)N=C1N(C=C(C=C1OC(F)F)C#N)C3)F (S)-5'-bromo-8-(difluoromethoxy)-4'-fluoro-2',3'-dihydro-3H-spiro[imidazo[1,2-a]pyridine-2,1'-indene]-6-carbonitrile